N,N-di(cis-4-tert-butylcyclohexyl)-5-(cis-4-isopropylcyclohexylcarbonylamino)isophthalamide C(C)(C)(C)[C@H]1CC[C@H](CC1)N(C(C1=CC(C(=O)N)=CC(=C1)NC(=O)[C@@H]1CC[C@@H](CC1)C(C)C)=O)[C@@H]1CC[C@@H](CC1)C(C)(C)C